2-hydroxymethylpiperidine-3,4,5-triol OCC1NCC(C(C1O)O)O